BrC1=NC=CC(=C1)OCCCOCCC(=O)OC(C)(C)C tert-butyl 3-[3-[(2-bromo-4-pyridyl)oxy]propoxy]propanoate